BrC=1C(=CC(=C(C1)S(=O)(=O)N[C@@H](CNCC1CC1)C1CCCCC1)F)Cl (R)-5-bromo-4-chloro-N-(1-cyclohexyl-2-((cyclopropylmethyl)amino)ethyl)-2-fluorobenzenesulfonamide